COC=1C(=CNC(C1)=O)C(=O)O 4-methoxy-6-oxo-1,6-dihydropyridine-3-carboxylic acid